FC(OC1=NC(=CC=C1[N+](=O)[O-])OC([2H])([2H])[2H])F 2-(difluoromethoxy)-6-(methoxy-d3)-3-nitropyridine